[Ca+2].C(CC(O)(C(=O)[O-])CC(=O)[O-])(=O)[O-].C(CC(O)(C(=O)[O-])CC(=O)[O-])(=O)[O-].[Ca+2].[Ca+2] Citrat Calcium